[Ti].[Sr].[Bi] bismuth strontium Titanium